3-(bromomethyl)phenylacetic acid BrCC=1C=C(C=CC1)CC(=O)O